dineopentyl(1,1,1-trifluoro-2-propyl)succinate C(C(C)(C)C)C(C(C(=O)[O-])C(C(F)(F)F)C)(C(=O)[O-])CC(C)(C)C